COC1=C(C(=CC=C1)OCC1CNCCO1)C1=CC(=NN1)NC1=NC=C(N=C1)C N-(5-(2-methoxy-6-(morpholin-2-ylmethoxy)phenyl)-1H-pyrazol-3-yl)-5-methylpyrazin-2-amine